3-(6-chloro-5-(4'-(N-methylacetamido)-[1,1'-biphenyl]-4-yl)-1H-indazol-3-yl)-propanoic acid ClC1=C(C=C2C(=NNC2=C1)CCC(=O)O)C1=CC=C(C=C1)C1=CC=C(C=C1)N(C(C)=O)C